(3r,4r)-1-(5,7-difluoro-1-((5-fluoropyrimidin-2-yl)methyl)-1H-benzo[d]imidazol-2-yl)-4-fluoropiperidin-3-amine FC1=CC2=C(N(C(=N2)N2C[C@H]([C@@H](CC2)F)N)CC2=NC=C(C=N2)F)C(=C1)F